OC(CC(=O)O)(O)O tri-hydroxypropionic acid